piperidin-3-ylcarboxylate N1CC(CCC1)C(=O)[O-]